6-bis(4-bromophenyl)methylene-13-sulfenyl-pentacene BrC1=CC=C(C=C1)C(=C1C=2C=C3C=CC=CC3=CC2C(C2=CC3=CC=CC=C3C=C12)=S)C1=CC=C(C=C1)Br